BrCC1CC1 (bromomethyl)cyclopropane